1,3-dimethylpyrazolium C[N+]=1NC(=CC1)C